ClC=1C(N(C(=CC1OCC1=NC=C(C=C1F)F)C)C1=CC(=NC=C1C)C1=NC(=NC=C1)N1CCC(CC1)O)=O 3-chloro-4-((3,5-difluoropyridin-2-yl)methoxy)-2'-(2-(4-hydroxypiperidin-1-yl)pyrimidin-4-yl)-5',6-dimethyl-2H-[1,4'-bipyridin]-2-one